3-(4-(4,4-dimethylpiperidin-1-yl)phenyl)-1-ethyl-4,6-difluoro-5-hydroxy-1H-benzo[d]imidazol-2(3H)-one CC1(CCN(CC1)C1=CC=C(C=C1)N1C(N(C2=C1C(=C(C(=C2)F)O)F)CC)=O)C